CON(C=O)OC N,N-dimethoxyformamide